C(C1=CC=CC=C1)(=O)ON(C(/C=C/C(=O)OC)=O)CCC#C methyl (E)-4-((benzoyloxy)(but-3-yn-1-yl)amino)-4-oxobut-2-enoate